COC(C)(C)C1=CC=C2C(=CC=NC2=C1)C(=O)O 7-(2-methoxypropan-2-yl)quinoline-4-carboxylic acid